NC=1C(=NC=NC1N)C(=O)NCC1=CC(=CC(=C1)C=1C=NN(C1)C1=CC=C(C=C1)F)F 5,6-diamino-N-(3-fluoro-5-(1-(4-fluorophenyl)-1H-pyrazol-4-yl)benzyl)pyrimidine-4-carboxamide